C(C)OC=1C=CC(=NC1)C=1N(C(=NN1)C1CC(C1)NC(=O)C1=NC(=CC=C1)C(C)O)C1=C(C=CC=C1)F N-((1R,3r)-3-(5-(5-ethoxypyridin-2-yl)-4-(2-fluorophenyl)-4H-1,2,4-triazol-3-yl)cyclobutyl)-6-(1-hydroxyethyl)pyridineamide